FC1=C(C=CC(=C1)F)B(O)O (2,4-difluoro-phenyl)boronic acid